rac-N-isopropyl-4-(((1R,3S)-3-methoxycyclopentyl)amino)thieno[2,3-d]pyrimidine-2-carboxamide C(C)(C)NC(=O)C=1N=C(C2=C(N1)SC=C2)N[C@H]2C[C@H](CC2)OC |r|